N[C@H]1C(=O)NCCCC1 |r| DL-α-Amino-ε-caprolactam